(4E)-5-Methyl-2-phenyl-4-{[(2,4,6-tribromophenyl)-amino]methylene}-2,4-dihydro-3H-pyrazole-3-thione CC=1\C(\C(N(N1)C1=CC=CC=C1)=S)=C/NC1=C(C=C(C=C1Br)Br)Br